C1(CC1)C1=NC(=C(C=2N=C(N=C(C21)N2CCOCCC2)OC[C@]21CCCN1C[C@@H](C2)F)F)C2=CC(=CC1=CC=C(C(=C21)C#C)F)O 4-(5-cyclopropyl-8-fluoro-2-(((2R,7aS)-2-fluorotetrahydro-1H-pyrrolizin-7a(5H)-yl)methoxy)-4-(1,4-oxazepan-4-yl)pyrido[4,3-d]pyrimidin-7-yl)-5-ethynyl-6-fluoronaphthalen-2-ol